C(C)(C)(C)C1=C(C=C(NC2=CC=C(C=C2)CNO)C=C1)F 4-(Tert-butyl)-3-fluoro-N-(4-((hydroxyamino)methyl)phenyl)aniline